(R)-4-(6-Chloro-pyridazin-3-yl)-2-isopropyl-morpholine ClC1=CC=C(N=N1)N1C[C@H](OCC1)C(C)C